C(C)(=O)N1CCC2(CCC2)CC1 7-acetyl-7-azaspiro[3.5]nonan